C(C)(C)(C)C=1C=C(C=CC1)[C@H](C)NC(=O)C1=CC2=C(N(C(=N2)C)CC=2C=C(OC(C(=O)O)(C)C)C=CC2)C=C1 (S)-2-(3-((5-((1-(3-(tert-butyl)phenyl)ethyl)carbamoyl)-2-methyl-1H-benzo[d]imidazol-1-yl)methyl)phenoxy)-2-methylpropanoic acid